CC1C(CC12CC(C2)N2CCN(CC2)C=2C=NC(=NC2)N2C1CN(CC2CC1)C1=C(N=NC(=C1)C1=C(C=CC=C1)O)N)C(=O)O.SC=1NC=C(C[C@H](N)C(=O)O)N1 2-sulfydryl-L-histidine methyl-6-(4-(2-(3-(3-amino-6-(2-hydroxyphenyl)pyridazin-4-yl)-3,8-diazabicyclo[3.2.1]octan-8-yl)pyrimidin-5-yl)piperazin-1-yl)spiro[3.3]heptane-2-carboxylate